(1R,2S,3R,5S)-3-(4-amino-7H-pyrrolo[2,3-d]pyrimidin-7-yl)-5-(2-(1',3'-dihydrospiro[cyclopropane-1,2'-pyrrolo[2,3-b]quinolin]-7'-yl)ethyl)cyclopentane-1,2-diol NC=1C2=C(N=CN1)N(C=C2)[C@H]2[C@@H]([C@@H]([C@H](C2)CCC2=CC=C1C=C3C(=NC1=C2)NC2(C3)CC2)O)O